ethyl 4-(4-cyano-3,3-dimethyl-but-1-ynyl)cyclohexanecarboxylate C(#N)CC(C#CC1CCC(CC1)C(=O)OCC)(C)C